2-amino-5-hydroxy-6-((4-nitrophenyl)diazenyl)-7-sulfonaphthalene NC1=CC2=CC(=C(C(=C2C=C1)O)N=NC1=CC=C(C=C1)[N+](=O)[O-])S(=O)(=O)O